C(C)(=O)NC=1C=C(C=CC1)C=1N=NN(C1)CC(=O)N/N=C/C1=C(C=CC(=C1)Cl)O (E)-2-(4-(3-acetamidophenyl)-1H-1,2,3-triazol-1-yl)-N'-(5-chloro-2-hydroxybenzylidene)acetohydrazide